BrC=1N=C(C(=NC1)NC(=O)C1=NC(=CC=C1)OCC)NC(CC)CC N-(5-bromo-3-(pentan-3-ylamino)pyrazin-2-yl)-6-ethoxypyridinecarboxamide